C(C=C)(=O)N1CC(C1)CN1C2=C(N(C(C1=O)=O)C1=C(C=CC=C1C(C)C)C(C)C)N=C(C(=C2)Cl)C2=C(C=CC=C2)F 1-((1-acryloylazetidin-3-yl)methyl)-7-chloro-4-(2,6-diisopropylphenyl)-6-(2-fluorophenyl)-1,4-dihydropyrido[2,3-b]pyrazine-2,3-dione